4-bromo-N-(4-(2-isopropylphenyl)-1-methyl-1H-imidazo[4,5-c]pyridin-6-yl)-N-methylbenzenesulfonamide BrC1=CC=C(C=C1)S(=O)(=O)N(C)C1=CC2=C(C(=N1)C1=C(C=CC=C1)C(C)C)N=CN2C